Methyl-(5-((2-bromophenyl)oxy)-4-oxo-4H-chromene-2-carbonylamino)-L-isoleucine CN([C@@H]([C@@H](C)CC)C(=O)O)NC(=O)C=1OC2=CC=CC(=C2C(C1)=O)OC1=C(C=CC=C1)Br